N-bocpiperidine-4-carboxylic acid C(=O)(OC(C)(C)C)N1CCC(CC1)C(=O)O